NC1=NC(=CC2=C1N(C=N2)C(C)C)C2=CC=C1C(=C2)N(C(C12CCN(CC2)C2COC2)=O)C2CC(C2)N2CC(CC2)(C)C 6-(4-amino-3-isopropyl-3H-imidazo[4,5-c]pyridin-6-yl)-1-((1s,3s)-3-(3,3-dimethylpyrrolidin-1-yl)cyclobutyl)-1'-(oxetan-3-yl)spiro[indolin-3,4'-piperidin]-2-one